tert-butyl 4-[4-[[(2S)-2-amino-3,3-dicyclopropyl-propanoyl]amino]phenyl]-3,5-dimethyl-pyrazole-1-carboxylate N[C@H](C(=O)NC1=CC=C(C=C1)C=1C(=NN(C1C)C(=O)OC(C)(C)C)C)C(C1CC1)C1CC1